3-[4,7-difluoro-1-(pyridin-3-ylmethyl)benzimidazol-2-yl]-4-methyl-1,2,5-oxadiazole FC1=CC=C(C=2N(C(=NC21)C2=NON=C2C)CC=2C=NC=CC2)F